COC1=CC=2N=CN=C(C2N=C1NCC1=CC=C(C=C1)OC)C=1C(=NN(C1)C([2H])([2H])[2H])C1=CC=CC=C1 7-methoxy-N-[(4-methoxyphenyl)methyl]-4-[1-(2H3)methyl-3-phenyl-1H-pyrazol-4-yl]pyrido[3,2-d]pyrimidin-6-amine